N-((2'-(1H-tetrazol-5-yl)-[1,1'-biphenyl]-4-yl)methyl)-N-(5-aminopentanoyl)-L-valine N1N=NN=C1C1=C(C=CC=C1)C1=CC=C(C=C1)CN([C@@H](C(C)C)C(=O)O)C(CCCCN)=O